CC(C)=CCCC=C(C)C 2,7-dimethylocta-2,6-diene